tert-butyl (7-(7-butyl-3-cyano-4,6-dioxo-6,7-dihydroisothiazolo[3,4-d]pyrimidin-5(4H)-yl)spiro[3.5]nonan-2-yl)(methyl)carbamate C(CCC)N1C(N(C(C=2C1=NSC2C#N)=O)C2CCC1(CC(C1)N(C(OC(C)(C)C)=O)C)CC2)=O